4-[6-(Benzoyl-methyl-amino)-3-benzyloxy-4-cyano-pyridin-2-yl]-4-oxo-butyric acid ethyl ester C(C)OC(CCC(=O)C1=NC(=CC(=C1OCC1=CC=CC=C1)C#N)N(C)C(C1=CC=CC=C1)=O)=O